(2S)-2-(4-Hydroxyphenyl)-3-[(2-methoxyethoxy)methoxy]-N-[(1R)-1-phenylethyl]propenamide OC1=CC=C(C=C1)C(C(=O)N[C@H](C)C1=CC=CC=C1)=COCOCCOC